CC1=CC(=NC=C1OC1=CC(=C2C(=N1)N(C=N2)C)NC2=NC=C(C=C2)C(=O)N2C[C@@H](OCC2)C)C#N 4-methyl-5-[3-methyl-7-[[5-[(2S)-2-methylmorpholine-4-carbonyl]pyridin-2-yl]amino]imidazo[4,5-b]pyridin-5-yl]oxy-pyridine-2-carbonitrile